C1(CC1)NC1=NC=C(C=O)C=C1 6-(CYCLOPROPYLAMINO)NICOTINALDEHYDE